C(C1=CC=CC=C1)N1C(CC(CC1)C(=O)NC1=CC=C(C=C1)C1=NC(=NO1)C1=CC=C(C=C1)C)=O 1-Benzyl-N-{4-[3-(4-methylphenyl)-1,2,4-oxadiazol-5-yl]phenyl}-2-oxopiperidine-4-carboxamide